N-(2-cyclopentylethyl)-3-({4-[(2-fluorophenyl)methoxy]phenyl}amino)benzamide C1(CCCC1)CCNC(C1=CC(=CC=C1)NC1=CC=C(C=C1)OCC1=C(C=CC=C1)F)=O